BrC1=CC=C(C=C1)N1N=C(C(=N1)C=O)C1=CC=C(C=C1)F (4-bromophenyl)-5-(4-fluorophenyl)-2H-1,2,3-triazole-4-carbaldehyde